citrulline, cyanide N[C@@H](CCCNC(=O)N)C(=O)C#N